CC1=C(C=C(C(=C1)Br)F)B1OC(C)(C)C(C)(C)O1 2-methyl-4-bromo-5-fluorobenzeneboronic acid pinacol ester